C(CCCCC)C(C(=O)[O-])CCCCCCCC.[Sn+2].OCC1CN(CCC1)C1=NC=C(C=N1)C1=CC=C(C(=N1)OC)NC(=O)C=1C(=NOC1C)C1=CC=CC=C1.C(CCCCC)C(C(=O)[O-])CCCCCCCC N-(6-(2-(3-(Hydroxymethyl)piperidin-1-yl)pyrimidin-5-yl)-2-methoxypyridin-3-yl)-5-methyl-3-phenylisoxazole-4-carboxamide tin (II) 2-hexyldecanoate